methyl 4-(carbonochloridoyl)bicyclo[2.2.2]-octane-1-carboxylate C(=O)(Cl)C12CCC(CC1)(CC2)C(=O)OC